tert-butyl (1R,3R)-1-(((R)-tert-butylsulfinyl)amino)-3-cyclopropoxy-8-azaspiro[4.5]decane-8-carboxylate C(C)(C)(C)[S@@](=O)N[C@@H]1C[C@@H](CC12CCN(CC2)C(=O)OC(C)(C)C)OC2CC2